di(3-methylphenyl)phosphine oxide CC=1C=C(C=CC1)P(C1=CC(=CC=C1)C)=O